6-(7-methylimidazo[1,2-b]pyridazin-6-yl)-3-(1-methylpyrazol-4-yl)-7,8-dihydro-5H-1,6-naphthyridine CC1=CC=2N(N=C1N1CC=3C=C(C=NC3CC1)C=1C=NN(C1)C)C=CN2